BrC1=CC(=NC(=C1)C)C(C)OC 4-Bromo-2-(1-methoxyethyl)-6-methyl-pyridine